C(C1=CC=CC=C1)OP(OCC1=CC=CC=C1)(=O)CC[C@H]1O[C@@H]([C@H]([C@H]([C@@H]1O)O)O)OC=1C=NC(=CC1)NC(=O)NCCCCC#C dibenzyl-(2-((2R,3S,4S,5S,6R)-6-((6-(3-(hex-5-yn-1-yl)ureido)pyridin-3-yl)oxy)-3,4,5-trihydroxytetrahydro-2H-pyran-2-yl)ethyl)phosphonic acid